5-(p-Chlorophenyl)-6-{1-[(p-cumenyl)methyl]-1H-pyrazol-4-yl}-4-pyrimidinylamine ClC1=CC=C(C=C1)C=1C(=NC=NC1C=1C=NN(C1)CC1=CC=C(C=C1)C(C)C)N